pentacyclo[6.6.1.13,6.02,7.09,14]-4-hexadecene C12C3C4C=CC(C3C(C3CCCCC31)C2)C4